1-((1-acryloyl-3-methoxyazetidin-3-yl)methyl)-7-chloro-6-(2-fluoro-6-hydroxyphenyl)-4-(2-isopropyl-4-methylpyridin-3-yl)-1,4-dihydropyrido[2,3-b]pyrazine-2,3-dione C(C=C)(=O)N1CC(C1)(OC)CN1C2=C(N(C(C1=O)=O)C=1C(=NC=CC1C)C(C)C)N=C(C(=C2)Cl)C2=C(C=CC=C2O)F